4-[(5-fluoro-4-[(5-methyl-1H-pyrazol-3-yl)amino]-6-(oxazolidin-2-yl)pyrimidin-2-yl)amino]adamantan-1-ol FC=1C(=NC(=NC1C1OCCN1)NC1C2CC3(CC(CC1C3)C2)O)NC2=NNC(=C2)C